CN1C(=NC=C1)C(=O)ON=CC1=CC=C(C=C1)OC 4-Methoxybenzaldehyde-O-(1-methyl-1H-imidazole-2-carbonyl) oxime